5-(8-((1S,2S)-2-(2-(difluoromethyl)benzo[d]thiazol-6-yl)cyclopropyl)imidazo[1,2-b]pyridazin-6-yl)pyrimidine-2,4(1H,3H)-dione FC(C=1SC2=C(N1)C=CC(=C2)[C@@H]2[C@H](C2)C=2C=1N(N=C(C2)C=2C(NC(NC2)=O)=O)C=CN1)F